N,N-dimethyl-2,4,6-trimethylaniline tetrakis(pentafluorophenyl)borate (3R,4R,5R,6R)-6-(acetoxymethyl)-3-(cyclopropanecarboxamido)tetrahydro-2H-pyran-2,4,5-triyl-triacetate C(C)(=O)OC[C@H]1[C@@H]([C@H]([C@H](C(O1)CC(=O)[O-])NC(=O)C1CC1)CC(=O)[O-])CC(=O)[O-].FC1=C(C(=C(C(=C1[B-](C1=C(C(=C(C(=C1F)F)F)F)F)(C1=C(C(=C(C(=C1F)F)F)F)F)C1=C(C(=C(C(=C1F)F)F)F)F)F)F)F)F.CN(C1=C(C=C(C=C1C)C)C)C